6-amino-3-(difluoromethyl)-7-(3-methoxy-2,6-dimethyl-phenyl)imidazo[4,5-b]pyridine-5-carboxamide NC=1C(=C2C(=NC1C(=O)N)N(C=N2)C(F)F)C2=C(C(=CC=C2C)OC)C